C(=O)\C(=C/C(=O)O)\C beta-formyl-crotonic acid